C(CCCCCCCCC)NC(=O)OCC Decylurethan